C(C)(C)(C)OC(=O)N1C(CC1)(C=1N=NC=CC1)C1=C(C=C(C=C1)C1=CC=2N(C=C1)N=C(C2)C)OCOC [2-(methoxymethoxy)-4-2-methylpyrazolo[1,5-a]pyridin-5-ylphenyl]pyridazin-3-ylazetidine-1-carboxylic acid tert-butyl ester